IC1=C(N=C(S1)N)C1=C(C=CC=C1)C(F)(F)F 5-iodo-4-[2-(trifluoromethyl)phenyl]Thiazol-2-amine